C(C)(C)(C)OC(=O)N1CC(CC1)N1N=C(C2=CC(=CC=C12)Br)COC1=C(C=CC=C1)CC(=O)OCC 3-(5-bromo-3-((2-(2-ethoxy-2-oxoethyl)phenoxy)methyl)-1H-indazol-1-yl)pyrrolidine-1-carboxylic acid tert-butyl ester